O[C@H]1[C@H](O[C@@]2([C@@H](CCO2)NC(=O)C2CCCC2)[C@@H]([C@H]1N1N=NC(=C1)C1=CC(=C(C(=C1)F)F)F)O)CO N-((4R,5S,7R,8R,9S,10R)-8,10-dihydroxy-7-(hydroxymethyl)-9-(4-(3,4,5-trifluorophenyl)-1H-1,2,3-triazol-1-yl)-1,6-dioxaspiro[4.5]decan-4-yl)cyclopentanecarboxamide